tert-Butyl 2-[1-(4-amino-2-fluoro-phenyl)-4-(tert-butoxycarbonylamino)-4-piperidyl]acetate NC1=CC(=C(C=C1)N1CCC(CC1)(NC(=O)OC(C)(C)C)CC(=O)OC(C)(C)C)F